6-(2,6-dichlorophenyl)-2-((2-((1-ethyl-1H-pyrazol-3-yl)oxy)pyrimidin-5-yl)amino)-8-methylpyrido[2,3-d]pyrimidin-7(8H)-one ClC1=C(C(=CC=C1)Cl)C1=CC2=C(N=C(N=C2)NC=2C=NC(=NC2)OC2=NN(C=C2)CC)N(C1=O)C